methyl 2-[(5-(6-[(4-cyano-2-fluorophenyl)methoxy]pyridin-2-yl)-4-methoxy pyrimidin-2-yl)methyl]-1-{[(2S)-oxetan-2-yl]methyl}-1H-1,3-benzodiazole-6-carboxylate C(#N)C1=CC(=C(C=C1)COC1=CC=CC(=N1)C=1C(=NC(=NC1)CC1=NC2=C(N1C[C@H]1OCC1)C=C(C=C2)C(=O)OC)OC)F